CC1=CC=C(C=C1)S(=O)(=O)[O-].[Sn+4].C1OC=2C=CSC2OC1.CC1=CC=C(C=C1)S(=O)(=O)[O-].CC1=CC=C(C=C1)S(=O)(=O)[O-].CC1=CC=C(C=C1)S(=O)(=O)[O-] 4-EthyleneDi-OxyThiophene tin p-toluenesulfonate